4-bromo-2-nitro-6-(trifluoromethyl)benzoic acid BrC1=CC(=C(C(=O)O)C(=C1)C(F)(F)F)[N+](=O)[O-]